5'-thio-2'-deoxyguanosine [C@@H]1(C[C@H](O)[C@@H](CS)O1)N1C=NC=2C(=O)NC(N)=NC12